C(=O)(O)C1=CC=C(C=C1)C(C)O p-carboxy-1-phenylethanol